O=C1N(C(CC1)=O)OC(CCCCCNC([C@@H]([C@H]([C@@H]([C@@H](CO)O)O)O)O)=O)=O (2R,3S,4R,5R)-N-{6-[(2,5-dioxopyrrolidin-1-yl)oxy]-6-oxohexyl}-2,3,4,5,6-pentahydroxyhexanamide